6-(diphenylamino)naphthalen-2-ol C1(=CC=CC=C1)N(C=1C=C2C=CC(=CC2=CC1)O)C1=CC=CC=C1